Cl.Cl.CC1=CN=CC=2CNCCOC21 9-Methyl-2,3,4,5-tetrahydropyrido[3,4-f][1,4]oxazepine Dihydrochloride